4-(3-hydroxypiperidin-4-yl)benzonitrile hydrochloride Cl.OC1CNCCC1C1=CC=C(C#N)C=C1